NC1(CCN(CC1)C1=NC=C(C=N1)OC1=NC(=CC(=C1)CN1CCC(CC1)CC(=O)O)C1=CC(=CC(=C1)Cl)Cl)CCO 2-(1-((2-((2-(4-amino-4-(2-hydroxyethyl)piperidin-1-yl)pyrimidin-5-yl)oxy)-6-(3,5-dichlorophenyl)pyridin-4-yl)methyl)piperidin-4-yl)acetic acid